2,6-Difluoro-3-(5-fluoro-1-methyl-6-(8-oxa-5-azaspiro[3.5]nonan-5-yl)-1H-pyrazolo[3,4-b]pyridin-3-yl)-5-(trifluoromethyl)phenol FC1=C(C(=C(C=C1C1=NN(C2=NC(=C(C=C21)F)N2C1(CCC1)COCC2)C)C(F)(F)F)F)O